ClC=1C=C(C(=O)NC2=C(C=NN2C)C(=O)NCC2=C(C=CC=C2)C(F)(F)F)C=C(C1OC)Cl 5-(3,5-dichloro-4-methoxybenzoylamino)-1-methyl-N-(2-(trifluoromethyl)benzyl)-1H-pyrazole-4-carboxamide